dicyclohexyl-[3,6-dimethoxy-2',4',6'-triisopropyl-[1,1'-biphenyl]] C1(CCCCC1)C=1C(=C(C(=C(C1C(C)C)C1=CC(=CC=C1OC)OC)C(C)C)C1CCCCC1)C(C)C